r-(4-methyl-m-phenylene)-bis-(3,3-dimethylurea) CC1=C(C=C(C=C1)NC(=O)N(C)C)NC(=O)N(C)C